3-(2-(dimethylamino)ethyl)-1H-indol-4-yl thiophene-2-carboxylate S1C(=CC=C1)C(=O)OC1=C2C(=CNC2=CC=C1)CCN(C)C